C1(CC1)C=1N=C(C=2C=C3C(=C(C2C1)S(=O)(=O)NCC(C)(C)F)CC(C3)NC=3C=NN(C(C3)=O)C)F 3-cyclopropyl-1-fluoro-N-(2-fluoro-2-methyl-propyl)-7-[(1-methyl-6-oxo-pyridazin-4-yl)amino]-7,8-dihydro-6H-cyclopenta[g]isoquinoline-5-sulfonamide